C1=CC=C(C=2OC3=C(C21)C=CC=C3)C3=NC=NC(=C3)C3=C(C=C(C=C3C(C([2H])([2H])[2H])(C([2H])([2H])[2H])[2H])C(C([2H])([2H])[2H])(C([2H])([2H])[2H])[2H])C(C([2H])([2H])[2H])(C([2H])([2H])[2H])[2H] 4-(dibenzo[b,d]furan-4-yl)-6-(2,4,6-tris(prop-2-yl-d7)-phenyl)pyrimidine